hydroxy-ethyl-caprolactone acrylate C(C=C)(=O)O.OC1(C(=O)OCCCC1)CC